OC[N+]1=CC=CC=C1 1-(hydroxymethyl)pyridin-1-ium